silicon oxygen silane [SiH4].[O].[Si]